5-chloro-2-(((3aR,4S,6R,6aS)-2,2-dimethyl-6-(4-methyl-7H-pyrrolo[2,3-d]pyrimidin-7-yl)tetrahydro-4H-cyclopenta[d][1,3]dioxol-4-yl)methyl)benzonitrile ClC=1C=CC(=C(C#N)C1)C[C@H]1C[C@H]([C@@H]2OC(O[C@@H]21)(C)C)N2C=CC1=C2N=CN=C1C